N-(3-chloro-5-(ethylsulfanyl)phenyl)-4-(5-fluoropyrimidin-2-yl)thiophene-2-carboxamide ClC=1C=C(C=C(C1)SCC)NC(=O)C=1SC=C(C1)C1=NC=C(C=N1)F